F[C@@H](NC(=O)NC(C)C)[C@]1(CN(CC1)C(C)(C)C=1C=NC(=CC1)C)CCC=1SC(=CC1)F |o1:9| 1-((R)-fluoro((R or S)-3-(2-(5-fluoro-thiophen-2-yl)ethyl)-1-(2-(6-methylpyridin-3-yl)propan-2-yl)pyrrolidin-3-yl)methyl)-3-isopropylurea